N#[Al] aluminium nitride